C(C)(C)(C)OC(=O)N1CC(C1)C=1N=C2N(C=C(C(=C2)OCC)C(=O)OC)C1 methyl 2-(1-(tert-butoxycarbonyl) azetidin-3-yl)-7-ethoxyimidazo[1,2-a]pyridine-6-carboxylate